C(C)(C)(C)OC(CN(CCC1(CC1)C(=O)OCC1=CC=CC=C1)C(=O)OCCl)=O benzyl 1-(2-((2-(tert-butoxy)-2-oxoethyl)((chloromethoxy)carbonyl)amino)ethyl)cyclopropane-1-carboxylate